4-(2-Chloro-4-fluorophenyl)-N-(2-fluorophenyl)-1,3-dimethyl-1H-pyrazole-5-amine ClC1=C(C=CC(=C1)F)C=1C(=NN(C1NC1=C(C=CC=C1)F)C)C